[Y].[Fe] iron-yttrium